COC1=CC=C(C=C1)C1=NC2=CC=CC=C2C(=C1)NCC1CN(CCC1)CCCN1C(C2=CC=CC=C2C1=O)=O 2-(3-(3-(((2-(4-methoxyphenyl)quinolin-4-yl)amino)methyl)piperidin-1-yl)propyl)isoindoline-1,3-dione